COC1=C(C=CC(=C1)C=1OC2=CC(=CC(=C2C(C1OC)=O)O)OC)[O-] 2-methoxy-4-(5-hydroxy-3,7-dimethoxy-4-oxo-4H-chromen-2-yl)phenolate